(R)-N-((S)-1-(6-chloro-5-methoxypyridin-3-yl)-3,3-dimethylbut-2-yl)-2-methylPropane-2-sulfinamide ClC1=C(C=C(C=N1)C[C@@H](C(C)(C)C)N[S@](=O)C(C)(C)C)OC